tert-Butyl 7-(3,5-dicyano-4-ethyl-6-mercaptopyridin-2-yl)-2,7-diazaspiro[3.5]nonane-2-carboxylate C(#N)C=1C(=NC(=C(C1CC)C#N)S)N1CCC2(CN(C2)C(=O)OC(C)(C)C)CC1